C(C)(C)OC(\C(=C(/C(=O)OC(C)C)\Cl)\Cl)=O diisopropyl-2,3-dichloro-maleic acid